NC1=NC=2C=C(C(=CC2C2=C1C=NN2C)C(=O)N(C)[C@H](C)C2=NC=C(C=C2)F)F 4-amino-7-fluoro-N-((1R)-1-(5-fluoro-2-pyridinyl)ethyl)-N,1-dimethyl-1H-pyrazolo[4,3-c]quinoline-8-carboxamide